O[C@@H]1C[C@H](N(C1)C(C(C(C)C)C1=CC(=NO1)OC)=O)C=1NC(=CN1)CC1=CC=C(C=C1)C(F)(F)F 1-[(2S,4R)-4-hydroxy-2-[5-[[4-(trifluoromethyl)phenyl]methyl]-1H-imidazol-2-yl]pyrrolidin-1-yl]-2-(3-methoxy-1,2-oxazol-5-yl)-3-methylbutan-1-one